C(#N)/C(/C(=O)NC(OCC)=O)=N/NC1=CC(=C(C(=C1)Cl)OC=1N=C2C(=NC1)N(C=C2C(C)C)COCC[Si](C)(C)C)Cl Ethyl (Z)-(2-cyano-2-(2-(3,5-dichloro-4-((7-isopropyl-5-((2-(trimethylsilyl)ethoxy)methyl)-5H-pyrrolo[2,3-b]pyrazin-2-yl)oxy)phenyl)hydrazineylidene)-acetyl)carbamate